N-(2-bromo-6-methylphenyl)thiobenzamide BrC1=C(C(=CC=C1)C)NC(C1=CC=CC=C1)=S